methyl 2-(hydroxymethyl)-1H-indole-5-carboxylate OCC=1NC2=CC=C(C=C2C1)C(=O)OC